[C@H]1([C@H](O)[C@@H](O)[C@H](O)[C@H](O1)CO)OCC(=O)[C@@H](O)[C@H](O)[C@H](O)CO O-alpha-D-Glucopyranosyl-D-fructose